BrC=1C=C2C=CC=NC2=CC1OCOC 6-bromo-7-(methoxymethoxy)quinoline